(3R,4S)-3-(4-aminoimidazo[4,5-c]quinolin-1-yl)-4-ethoxy-2-methyl-pentan-2-ol NC1=NC=2C=CC=CC2C2=C1N=CN2[C@@H](C(C)(O)C)[C@H](C)OCC